3-chloro-2,6-difluorobenzaldehyde ClC=1C(=C(C=O)C(=CC1)F)F